C(C)C1(C(N(CCC1=O)CC)=O)C(=O)OC[C@H]1N(CC(C1)(F)F)S(=O)(=O)C1=CC(=C(C=C1)C=1C(=C2C(=NNC2=CC1)N)F)F (S)-(1-((4-(3-amino-4-fluoro-1H-indazol-5-yl)-3-fluorophenyl)sulfonyl)-4,4-difluoropyrrolidin-2-yl)methanol Ethyl-1-ethyl-2,4-dioxopiperidine-3-carboxylate